1-(3-iodo-2-methyl-phenyl)ethanone IC=1C(=C(C=CC1)C(C)=O)C